(4Z)-4-(1H-Benzimidazol-5-ylmethylene)-2-[(4-methylthiazol-2-yl)methylamino]-1H-imidazol-5-one N1C=NC2=C1C=CC(=C2)\C=C\2/N=C(NC2=O)NCC=2SC=C(N2)C